NC1=C(C(C(O1)([2H])C1=CC=C(C(=O)[O-])C=C1)=O)OS(=O)(=O)C([2H])([2H])C1=CC=CC=C1.[K+] potassium 4-(5-amino-3-oxo-4-(((phenylmethyl-d2)sulfonyl)oxy)-2,3-dihydrofuran-2-yl-2-d)benzoate